4-(8-(1-propenoylpyrrolidin-3-yl)quinazolin-6-yl)-N-(pyridin-2-yl)benzamide C(C=C)(=O)N1CC(CC1)C=1C=C(C=C2C=NC=NC12)C1=CC=C(C(=O)NC2=NC=CC=C2)C=C1